NCCC[SiH2]C([Si](C)(C)C)[Si](C)(C)C 3-aminopropyl-bis(trimethylsilyl)methylsilane